5-Chloro-2-fluoropyridine ClC=1C=CC(=NC1)F